C(CC)[C@@H]1CC[C@H](CC1)C1CC=C(CC1)I 4-(Trans-4-propylcyclohexyl)-1-iodo-1-cyclohexene